2-(2,2-dimethoxy-2-phenylethoxy)-1-isopropyl-4-methylbenzene COC(COC1=C(C=CC(=C1)C)C(C)C)(C1=CC=CC=C1)OC